(perfluoro-[1,1'-biphenyl]-2-yl)bis(2,4,6-trifluorophenyl)borane FC=1C(=C(C(=C(C1F)F)F)C1=C(C(=C(C(=C1F)F)F)F)F)B(C1=C(C=C(C=C1F)F)F)C1=C(C=C(C=C1F)F)F